The molecule is a glucarolactone formed via intramolecular cyclocondensation of the 5-hydroxy and 1-carboxy groups of D-glucaric acid. It is a carbohydrate acid and a glucarolactone. It derives from a D-glucaric acid. It is a conjugate acid of a D-glucaro-1,5-lactone(1-). [C@@H]1([C@@H]([C@H](OC(=O)[C@@H]1O)C(=O)O)O)O